C1(CC1)C[C@@H](C(=O)OCC1=NC=C(C=C1)Br)NC(C[C@H]1N(C(CC1)=O)CC1=C(C(=CC=C1)F)F)=O (5-Bromopyridin-2-yl)methyl (S)-3-cyclopropyl-2-(2-((S)-1-(2,3-difluorobenzyl)-5-oxopyrrolidin-2-yl)acetamido)propanoate